SC(CC(=O)NN=C(C)C1=NC=C(C=N1)OCCCC(=O)O)(C)C 4-((2-(1-(2-(3-Mercapto-3-methylbutanoyl)hydrazineylidene)ethyl)pyrimidin-5-yl)oxy)butanoic acid